BrC=1C=C(C=CC1)NC1=NC2=CC=CC=C2C(=N1)NC1CCCCC1 N2-(3-bromophenyl)-N4-cyclohexylquinazoline-2,4-diamine